N[C@@H](CCCCN)C(=O)Cl L-lysyl chloride